NCC(NCCOCCOCCOCCOCCOCCOCCC(N(C(C(=O)O)C)C)=O)=O 1-amino-25,26-dimethyl-2,24-dioxo-6,9,12,15,18,21-hexaoxa-3,25-diaza-heptacosane-27-oic acid